C(C1=CC=CC=C1)OC1=C(C(=C(C(=O)OC2=C(C(=C(C(=O)OCOC)C(=C2C)C)OCOC)C)C(=C1)C)C)C methoxymethyl 4-((4-(benzyloxy)-2,3,6-trimethylbenzoyl) oxy)-2-(methoxymethoxy)-3,5,6-trimethylbenzoate